N-(4-cyanophenyl)prop-2-enamide C(#N)C1=CC=C(C=C1)NC(C=C)=O